(S)-5-(4-(3,3-difluoro-4-((1-(2,2,2-trifluoroethyl)-1H-pyrazolo[4,3-c]pyridin-6-yl)oxy)pyrrolidin-1-yl)-6-methylpyridin-2-yl)pyrimidine-2,4(1H,3H)-dione FC1(CN(C[C@@H]1OC1=CC2=C(C=N1)C=NN2CC(F)(F)F)C2=CC(=NC(=C2)C)C=2C(NC(NC2)=O)=O)F